[Cu].[PH2](OCC)=O monoethyl phosphinate copper